S(=O)(=O)(C(F)(F)F)OC1=C(C(=CC(=C1)C=1OC2=C(C1)C=CC=C2)O)C(C)C 5-(1-benzofuran-2-yl)-3-hydroxy-2-isopropylphenol triflate